NC1=NC=NN2C1=C(C=C2C=2C=C(C(=NC2)C)C(=O)N[C@@H]2CN(C[C@@H]2F)C(=O)C2CC(C2)(F)F)C(F)(F)F 5-[4-amino-5-(trifluoromethyl)pyrrolo[2,1-f][1,2,4]triazin-7-yl]-N-[(3R,4S)-1-(3,3-difluoro-cyclobutanecarbonyl)-4-fluoro-pyrrolidin-3-yl]-2-methyl-pyridine-3-carboxamide